1-((1s,3s)-3-((5-(cinnolin-6-yl)-7H-pyrrolo[2,3-d]pyrimidin-2-yl)amino)-1-methylcyclobutyl)pyrrolidin-2-one N1=NC=CC2=CC(=CC=C12)C1=CNC=2N=C(N=CC21)NC2CC(C2)(C)N2C(CCC2)=O